4-[[3-(3-fluoro-4-methoxyphenyl)imidazo[1,2-a]pyrazin-8-yl]amino]-N,2-dimethyl-benzamide FC=1C=C(C=CC1OC)C1=CN=C2N1C=CN=C2NC2=CC(=C(C(=O)NC)C=C2)C